(1R,11R)-5-[(1S)-1-amino-2,3-dihydro-1H-inden-5-yl]-18-(difluoromethoxy)-2,9,12-triazapentacyclo[9.8.1.0^{2,10}.0^{3,8}.0^{14,19}]icosa-3(8),4,6,9,14(19),15,17-heptaen-13-one N[C@H]1CCC2=CC(=CC=C12)C1=CC=2N3[C@H]4C=5C(=CC=CC5C(N[C@@H](C3=NC2C=C1)C4)=O)OC(F)F